FC(C(=O)O)(F)F.CC(C(=O)O)CCC 2-methylpentanoic acid trifluoroacetate